2,4,6-tri(tert-butyl)phenol C(C)(C)(C)C1=C(C(=CC(=C1)C(C)(C)C)C(C)(C)C)O